1-(6-(piperazin-1-yl)benzo[d]isoxazol-3-yl)dihydropyrimidine-2,4(1H,3H)-dione N1(CCNCC1)C1=CC2=C(C(=NO2)N2C(NC(CC2)=O)=O)C=C1